(tert-butyl 2-(3-(phenyl (piperidin-4-ylidene) methyl) phenoxy) ethyl) carbamate C(N)(OCC(OC1=CC(=CC=C1)C(=C1CCNCC1)C1=CC=CC=C1)C(C)(C)C)=O